[C@H]12NC[C@H]([C@H](C1)N(C1=CC=C(N=N1)C1=C(C=C(C=C1)/C=C/C(=O)NC)O)C)C2 (E)-3-(4-(6-(((1R,4R,5S)-2-azabicyclo[2.2.1]heptan-5-yl)(methyl)amino)pyridazin-3-yl)-3-hydroxyphenyl)-N-methylacrylamide